Methyl 4-((2-oxopropanoyl)oxy)but-2-ynoate O=C(C(=O)OCC#CC(=O)OC)C